N[C@H]1C(O[C@@H]([C@@H]([C@@H]1O)O)CO)O (3R,4R,5R,6R)-3-amino-6-(hydroxymethyl)tetrahydro-2H-pyran-2,4,5-triol